P(O[Si](C)(C)C)(O[Si](C)(C)C)O[Si](C)(C)C tris-(trimethylsilyl) phosphite